C(=O)(OCC1=CC=CC=C1)N1COC([C@@H]1C)=O (S)-N-carbobenzoxy-4-methyl-5-oxo-oxazolidine